NC1=C(C(=NC=C1C(=O)N)OC1=C(C=C(C=C1)C#N)OC)C1=C(C(=CC=C1C)OC)C 4-amino-6-(4-cyano-2-methoxyphenoxy)-5-(3-methoxy-2,6-dimethylphenyl)nicotinamide